FC=1C=C(C=CC1OC(F)(F)F)O 3-fluoro-4-(trifluoromethoxy)phenol